(Z)-1-(2-methyl-3-(piperidin-4-yl)acryloyl)-5,6-dihydropyridin-2(1H)-one 2,2,2-trifluoroacetate FC(C(=O)O)(F)F.C/C(/C(=O)N1C(C=CCC1)=O)=C/C1CCNCC1